4-(3-chloro-2,6-difluorophenoxy)-1-(4-fluorophenyl)pentan-1-one ClC=1C(=C(OC(CCC(=O)C2=CC=C(C=C2)F)C)C(=CC1)F)F